C(=O)(O)\C(=C/C(=O)[O-])\C=C\C(=O)[O-] 3-Carboxymuconate